N-(3-chloro-4-((3-fluoropyridin-2-yl)methoxy)phenyl)-4-(4-fluoro-1-isopropyl-2-methyl-1H-benzimidazol-6-yl)-5-fluoropyrimidin-2-amine ClC=1C=C(C=CC1OCC1=NC=CC=C1F)NC1=NC=C(C(=N1)C=1C=C(C2=C(N(C(=N2)C)C(C)C)C1)F)F